7-((2,3-dichlorophenyl)(pyridin-2-ylamino)methyl)-5-(2-hydroxyethyl)quinolin-8-ol ClC1=C(C=CC=C1Cl)C(C1=CC(=C2C=CC=NC2=C1O)CCO)NC1=NC=CC=C1